OC[C@H](OCCO)OCCN=[N+]=[N-] 1,5-dihydroxy-2(S)-(2-azidoethoxy)-3-oxa-pentane